CS(=O)(=O)C=1C(=CC=C2C(=CNC12)B1OC(C(O1)(C)C)(C)C)C(=O)OC methyl 7-(methylsulfonyl)-3-(4,4,5,5-tetramethyl-1,3,2-dioxaborolan-2-yl)-1H-indole-6-carboxylate